C1(CC1)NC1=NN2C=NC(=C(C2=N1)OCC(F)(F)F)C=1C=NN(C1)C(C)OCC N-cyclopropyl-7-(1-(1-ethoxyethyl)-1H-pyrazol-4-yl)-8-(2,2,2-trifluoroethoxy)-[1,2,4]triazolo[1,5-c]pyrimidin-2-amine